ClC1=CC(=C(C=C1Cl)NC(=O)N1C2CC=3C(=CNC(C3)=O)C1CC2)F N-(4,5-dichloro-2-fluorophenyl)-3-oxo-3,5,6,7,8,9-hexahydro-2H-6,9-epiminocyclohepta[c]pyridine-10-carboxamide